8-hydroxy-3,6-dioxaoctanal OCCOCCOCC=O